1-(3,7-dibromo-10H-benzo[b]pyrido[2,3-e][1,4]oxazin-10-yl)-2-morpholinoethan-1-one BrC1=CC2=C(N(C3=C(O2)C=C(C=C3)Br)C(CN3CCOCC3)=O)N=C1